N1(CCOCC1)S(=O)(=O)NC1=CC=C(C=C1)C=1C2=C(N=C(N1)NC(=O)C1CC1)NC=C2 N-(4-(4-(morpholine-4-sulfonylamino)phenyl)-7H-pyrrolo[2,3-d]pyrimidin-2-yl)cyclopropylcarboxamide